octenyl-phenylphosphinic acid C(=CCCCCCC)P(O)(=O)C1=CC=CC=C1